N-(4-(1-1H-1,2,4-triazolyl)butyl)-3-(5-(5-bromo-2-pyrimidinyl)-3-ethyl-1-1H-1,2,4-triazolyl)benzamide 3-(3,5-di-tert.-butyl-4-hydroxyphenyl)propionat C(C)(C)(C)C=1C=C(C=C(C1O)C(C)(C)C)CCC(=O)O.N1(N=CN=C1)CCCCNC(C1=CC(=CC=C1)N1N=C(N=C1C1=NC=C(C=N1)Br)CC)=O